[Fe]=S.[Zn] zinc-iron sulphide